[Cl-].[Cl-].C1(C=CC=C1)[Ti+2] monocyclopentadienyl-titanium dichloride